C(#N)C#CC=1C=NC(=NC1)C(=O)OC(C)(C)C tert-butyl 5-(cyanoethynyl)pyrimidine-2-carboxylate